FC(C(=O)O)(F)F.N1CCC(=CC1)C1=CC=C(C=C1)NC(=O)C=1OC=C(C1)C=1CCNCC1 4-(1,2,3,6-tetrahydro-pyridin-4-yl)-furan-2-carboxylic acid [4-(1,2,3,6-tetrahydro-pyridin-4-yl)-phenyl]-amide trifluoroacetate